N-[(6-Amino-2-pyridyl)sulfonyl]-2-(2,5-dimethyl-3-phenylpyrrolidin-1-yl)-6-(6-isopropoxy-3-pyridyl)pyridin-3-carboxamid NC1=CC=CC(=N1)S(=O)(=O)NC(=O)C=1C(=NC(=CC1)C=1C=NC(=CC1)OC(C)C)N1C(C(CC1C)C1=CC=CC=C1)C